CC1N(C(OC1)=O)C=C methyl-3-vinyloxazolidin-2-one